tert-butyl (S)-2-(4-(5-cyano-1H-pyrazol-4-yl)indoline-1-carbonyl)pyrrolidine-1-carboxylate C(#N)C1=C(C=NN1)C1=C2CCN(C2=CC=C1)C(=O)[C@H]1N(CCC1)C(=O)OC(C)(C)C